C(=O)(O)C=1C=C(C=CC1)OC1=CC(=CC=C1)C(=O)O bis(3-carboxyphenyl)ether